(1S,3R)-1-(2,6-difluoro-4-(((S)-1-(3-fluoropropyl)pyrrolidin-3-yl)amino)phenyl)-2-(2,2-difluoropropyl)-3-methyl-1,2,3,4-tetrahydroisoquinoline-6-carboxylic acid FC1=C(C(=CC(=C1)N[C@@H]1CN(CC1)CCCF)F)[C@H]1N([C@@H](CC2=CC(=CC=C12)C(=O)O)C)CC(C)(F)F